N1=C(N=CC=C1)CC=O 2-(pyrimidin-2-yl)ethan-1-one